2,6-dichloro-3-(trifluoromethyl)pyridine tert-butyl-(R)-(cyclobutylmethyl)(1-(6-(2-oxo-2-((6-(pyrrolidin-1-yl)pyrazin-2-yl)amino)ethyl)pyridin-3-yl)piperidin-3-yl)carbamate C(C)(C)(C)OC(N([C@H]1CN(CCC1)C=1C=NC(=CC1)CC(NC1=NC(=CN=C1)N1CCCC1)=O)CC1CCC1)=O.ClC1=NC(=CC=C1C(F)(F)F)Cl